C(C1=CC=CC=C1)OC1=C(C(=C(C=C1F)CC(=O)O)NC1=CC=C(C=C1)N1CCC(CC1)(C)C)F 2-(4-(benzyloxy)-2-((4-(4,4-dimethylpiperidin-1-yl)phenyl)amino)-3,5-difluorophenyl)acetic acid